FC=1C(=C(C=CC1)N1CCN(CC1)CCCCNC(=O)N1C=NC=C1)OC N-(4-(4-(3-Fluoro-2-methoxyphenyl)piperazin-1-yl)butyl)-1H-imidazole-1-carboxamide